(2S,4R)-2-(1H-benzimidazol-2-yl)-4-hydroxy-pyrrolidine-1-carboxylic acid tert-butyl ester C(C)(C)(C)OC(=O)N1[C@@H](C[C@H](C1)O)C1=NC2=C(N1)C=CC=C2